O=C1C2CCC(CC1C(=O)OCC)N2C(=O)OC(C)(C)C 8-(tert-butyl) 3-ethyl (±)-2-oxo-8-azabicyclo[3.2.1]octane-3,8-dicarboxylate